(3R)-N3-[(1R)-1-(cyclohexylmethyl)-2-methylpropyl]-1,2,3,4-tetrahydroisoquinoline-3,7-dicarboxamide C1(CCCCC1)C[C@H](C(C)C)NC(=O)[C@@H]1NCC2=CC(=CC=C2C1)C(=O)N